trans-6-chloro-7-piperazinyl-3-[3-(3-hydroxy-2-piperidinyl)-2-oxopropyl]-4(3H)-quinazolinone ClC=1C=C2C(N(C=NC2=CC1N1CCNCC1)CC(C[C@@H]1NCCC[C@H]1O)=O)=O